3-Chloro-4-(1-(3,5-difluoropyridin-2-yl)ethoxy)-3'-fluoro-2'-(3-(2-hydroxypropan-2-yl)phenyl)-5',6-dimethyl-2H-[1,4'-bipyridin]-2-one ClC=1C(N(C(=CC1OC(C)C1=NC=C(C=C1F)F)C)C1=C(C(=NC=C1C)C1=CC(=CC=C1)C(C)(C)O)F)=O